C(C=C)(=O)N1CCN(CC1)C1=CC=C(C=C1)C#CC1=NN2C(C=CC(=C2)C=2C=NN(C2)C)=C1C#N ((4-(4-propenoylpiperazin-1-yl)phenyl)ethynyl)-6-(1-methyl-1H-pyrazol-4-yl)pyrazolo[1,5-a]pyridine-3-carbonitrile